Cl.Cl.N[C@H]1CN(CCC1)C(=O)C1=CC2=C(N(C(=N2)C=2N(C3=CC=CC=C3C2)CC)CCCN)C=C1 (R)-(3-Aminopiperidin-1-yl)(1-(3-aminopropyl)-2-(1-ethyl-1H-indol-2-yl)-1H-benzo[d]imidazol-5-yl)methanone, bis-hydrochloride salt